NC1=C(OC2=NC(=CC(=C21)C)C)C(=O)OCC ethyl 3-amino-4,6-dimethylfuro[2,3-b]pyridine-2-carboxylate